N1=CSC2=C1C=1C=3C=CC=CC3CCC1C=C2 6,7-dihydrophenanthro[4,3-d]thiazole